C(C)(=O)OC1=CC2=CC[C@H]3[C@@H]4CC[C@@H]([C@@]4(C)CC[C@@H]3[C@H]2CC1)OC(C)=O 3,17β-diacetoxy-3,5-estradiene